2-(1H-imidazol-4-yl)ethan-1-one N1C=NC(=C1)CC=O